C(C)NC(=O)N1[C@H]([C@@H](CCC1)NS(=O)(=O)C)CC=1C=C(C=CC1)C1=C(C=CC=C1)F trans-N-ethyl-2-((2'-fluorobiphenyl-3-yl)methyl)-3-((methylsulfonyl)amino)piperidine-1-carboxamide